FC1CN(C1)CCC=1C=CC(N(C1)[C@H](C(=O)N[C@@H](CC(=O)OC)C=1C=C(C=CC1)C1=C(C=CC=C1OCCCC=C)C)CC=C)=O Methyl (S)-3-((S)-2-(5-(2-(3-fluoroazetidin-1-yl)ethyl)-2-oxopyridin-1(2H)-yl)pent-4-enamido)-3-(2'-methyl-6'-(pent-4-en-1-yloxy)-[1,1'-biphenyl]-3-yl)propanoate